ClC=1C(=CC(=NC1)NC(=O)[C@@H]1C[C@@H](CCC1)NC([O-])=O)C=1C=C2C(CNC(C2=CC1)=O)(C)C ((1R,3S)-3-((5-Chloro-4-(4,4-dimethyl-1-oxo-1,2,3,4-tetrahydroisoquinolin-6-yl)pyridine-2-yl)carbamoyl)cyclohexyl)carbamate